N1=C(C=CC=C1)NC(=O)C1=NC=NC(=C1)C1=CC(=C(C=C1)Cl)Cl 6-(3,4-dichloro-phenyl)-pyrimidine-4-carboxylic acid pyridin-2-ylamide